ClC1=C2C(=NC(=C1)C1=CC=NN1C)C(=NN2CC(F)(F)F)C2=CC=NN2 7-chloro-5-(1-methyl-1H-pyrazol-5-yl)-3-(1H-pyrazol-5-yl)-1-(2,2,2-Trifluoroethyl)-1H-pyrazolo[4,3-b]pyridine